1,3-dimethylpentanediol CC(CC(CC)C)(O)O